C(C)(C)[C@]1(N=C(NC1=O)C1=C(C(=O)O)C=C(C=N1)COC)C |r| (R/S)-2-(4-isopropyl-4-methyl-5-oxo-2-imidazolin-2-yl)-5-methoxymethylnicotinic acid